OCC1=NN=C(S1)N1C(C2=CC=CC=C2C1=O)=O 2-(5-(hydroxymethyl)-1,3,4-thiadiazol-2-yl)isoindoline-1,3-dione